1-((3S,4R)-4-(3,4-difluorophenyl)-1-(2-methoxyethyl)pyrrolidin-3-yl)-3-(1-ethyl-5-methyl-3-phenyl-1H-pyrazol-4-yl)urea FC=1C=C(C=CC1F)[C@H]1[C@@H](CN(C1)CCOC)NC(=O)NC=1C(=NN(C1C)CC)C1=CC=CC=C1